4-(4-methyl-4H-1,2,4-triazol-3-yl)piperidine-1-carboxylic acid tert-butyl ester C(C)(C)(C)OC(=O)N1CCC(CC1)C1=NN=CN1C